C(#N)C1=C(NC(C=C1C(F)(F)F)=O)SCC=1C=C(C=CC1)CC(=O)O [3-(3-cyano-6-oxo-4-trifluoromethyl-1,6-dihydro-pyridin-2-ylsulfanylmethyl)-phenyl]-acetic acid